N1CC(CC1)C1CCC(N1)=O 5-pyrrolidin-3-ylpyrrolidin-2-one